C(C1=CC=CC=C1)OC(=O)N1CCN(CCC1)C1=CC=C(C(=O)O)C=C1 4-(4-((benzyl-oxy)carbonyl)-1,4-diazepan-1-yl)benzoic acid